ClC=1C=C(C=CC1C)NC(=O)NCC=1C=C2CN(C(C2=CC1)=O)C1C(NC(CC1)=O)=O 1-(3-chloro-4-methylphenyl)-3-[[2-(2,6-dioxopiperidin-3-yl)-1-oxo-2,3-dihydro-1H-isoindol-5-yl]methyl]urea